C(#N)C1=CC=C(C=C1)C(CN[C@H](C(=O)C=1C=NN2C1C=CC(=C2)C(=O)NC[C@@H](C)O)C2=CC=CC=C2)C (S)-3-(2-((2-(4-cyanophenyl)propyl)amino)-2-phenylacetyl)-N-((R)-2-hydroxypropyl)pyrazolo[1,5-a]pyridine-6-carboxamide